2-(3,4-dichlorophenyl)-1-ethyl-6-[(4-methoxycarbonyl-imidazol-1-yl)methyl]-4-oxo-pyridine-3-carboxylic acid ClC=1C=C(C=CC1Cl)C=1N(C(=CC(C1C(=O)O)=O)CN1C=NC(=C1)C(=O)OC)CC